C(C=C)(=O)OCCCCCCCCCCC[SiH2]C(I)I acryloyloxyundecyl-diiodomethylsilane